COC(=O)C=1C=2CCC(C2C=CC1)=O 1-oxo-2,3-dihydro-1H-indene-4-carboxylic acid methyl ester